7-(hydroxymethyl)-10-((5-(trifluoromethyl)furan-2-yl)methoxy)-9-(4-(3,4,5-trifluorophenyl)-1H-1,2,3-triazol-1-yl)-1,6-dioxaspiro[4.5]decan-8-ol OCC1OC2(CCCO2)C(C(C1O)N1N=NC(=C1)C1=CC(=C(C(=C1)F)F)F)OCC=1OC(=CC1)C(F)(F)F